8-quinolinol lithium salt [Li].N1=CC=CC2=CC=CC(=C12)O